N(=C=O)CCC1CC2C(C(C1C2)CN=C=O)CCCN=C=O 6-(2-isocyanatoethyl)-2-isocyanatomethyl-3-(3-Isocyanatopropyl)-bicyclo(2.2.1)heptane